C(C)(C)(C)OC(=O)C1=NC(=CC=C1NC(C)C=1C=C(C=C2C(C(=C(OC12)SCC)C)=O)C(F)(F)F)Cl 6-chloro-3-[1-[2-ethylsulfanyl-3-methyl-4-oxo-6-(trifluoromethyl)chromen-8-yl]ethylamino]pyridine-2-carboxylic acid tert-butyl ester